N1C=CC2=C(C=CC=C12)C=1C=C(C=NC1)B(O)O 5-(1H-INDOL-4-YL)PYRIDIN-3-YLBORONIC ACID